bis(4-ethyl-2,6-dimethoxyphenyl) phenylphosphite C1(=CC=CC=C1)P(OC1=C(C=C(C=C1OC)CC)OC)(OC1=C(C=C(C=C1OC)CC)OC)[O-]